(S)-2-hydroxy-1-((3aR,5R,6aS)-5-((5-(5-(3-hydroxypyridin-2-yl)-1,3,4-thiadiazol-2-yl)-1H-pyrrolo[2,3-b]pyridin-4-yl)amino)hexahydrocyclopenta[c]pyrrol-2(1H)-yl)-propan-1-one O[C@H](C(=O)N1C[C@@H]2[C@H](C1)CC(C2)NC2=C1C(=NC=C2C=2SC(=NN2)C2=NC=CC=C2O)NC=C1)C